3,5-bis(4-aminophenoxy)aniline NC1=CC=C(OC=2C=C(N)C=C(C2)OC2=CC=C(C=C2)N)C=C1